(Z)-8-undecenal C(CCCCCC\C=C/CC)=O